3-(4-acetamidophenyl)-N-(4-fluorophenyl)-N-methyl-imidazo[1,2-a]pyrazine-6-carboxamide C(C)(=O)NC1=CC=C(C=C1)C1=CN=C2N1C=C(N=C2)C(=O)N(C)C2=CC=C(C=C2)F